FC(C1=CC=C(CNCC=2C(=C3CN(C(C3=CC2F)=O)C2C(NC(CC2)=O)=O)F)C=C1)F 3-(5-(((4-(difluoromethyl)benzyl)amino)methyl)-4,6-difluoro-1-oxoisoindolin-2-yl)piperidine-2,6-dione